CN(C=1C(C(C1NC)=O)=O)CC1=NC=C(C=C1)C1=NOC(=N1)C(F)(F)F 3-(methyl((5-(5-(trifluoromethyl)-1,2,4-oxadiazol-3-yl)pyridin-2-yl)methyl)amino)-4-(methylamino)cyclobut-3-ene-1,2-dione